CN1C=C2C=CC=3C4=C2C(=C1)C=CC4=C4C1=C2C(=CN(C=C2C=C4)C)C=CC31 2,9-Dimethyl-anthra[2,1,9-def:6,5,10-d'e'f']diisoquinoline